trans-tert-butyl-3-((4-methylphenyl)sulfonamido)-4-((methylsulfonyl)oxy)pyrrolidine-1-carboxylate C(C)(C)(C)OC(=O)N1C[C@H]([C@@H](C1)OS(=O)(=O)C)NS(=O)(=O)C1=CC=C(C=C1)C